N-phenyl-9H-pyrido[3,4-b]indol-1-amine C1(=CC=CC=C1)NC1=NC=CC2=C1NC1=CC=CC=C21